copper(I) ammonia N.[Cu+]